[Na].SC1=C(N=NS1)S dimercaptothiadiazole sodium salt